(2,3-dimethoxyphenyl)-trimethyl-silane COC1=C(C=CC=C1OC)[Si](C)(C)C